7-((1r,4r)-4-(2-Fluoro-4-methylpyridin-3-yl)cyclohexyl)-3-methyl-5-((3-(trifluoromethyl)pyridin-2-yl)methyl)pyrido[2,3-b]pyrazin-6(5H)-one FC1=NC=CC(=C1C1CCC(CC1)C1=CC=2C(=NC(=CN2)C)N(C1=O)CC1=NC=CC=C1C(F)(F)F)C